ClC=1C=C2C(C(=CN(C2=CC1N1[C@H](CCC1)CN1C(OC[C@@H]1C(C)C)=O)C1(CC1)C)C(=O)O)=O 6-chloro-7-((R)-2-(((S)-4-isopropyl-2-oxooxazolidin-3-yl)methyl)pyrrolidin-1-yl)-1-(1-methylcyclopropyl)-4-oxo-1,4-dihydro-quinoline-3-carboxylic acid